C(CCCCCCCCCCC)OS(=O)(=O)[O-].[Na+].C(C)(C)(C)PC (S)-tert-butyl-methyl-phosphine sodium lauryl-sulphate